2-(4-(allyloxycarbonyloxy)phenyl)acetic acid C(C=C)OC(=O)OC1=CC=C(C=C1)CC(=O)O